4-([1,1'-biphenyl]-3-yl)-N-(5-bromopyridin-3-yl)-5-chloropyrimidin-2-amine C1(=CC(=CC=C1)C1=NC(=NC=C1Cl)NC=1C=NC=C(C1)Br)C1=CC=CC=C1